C(C)NC(=O)NC1=NC2=C(N1)C=CC(=C2)C2=C(C=C(C(=C2)CC2=NNC(C1=CC=CC=C21)=O)OC)F 1-Ethyl-3-(5-(2-fluoro-4-methoxy-5-((4-oxo-3,4-dihydrophthalazin-1-yl)methyl)phenyl)-1H-benzimidazol-2-yl)urea